Cl.NCC1=CC(=CS1)C(NS(N)(=O)=O)=N 5-(aminomethyl)-N-sulfamoylthiophene-3-carboximidamide hydrochloride